(-)-8-((1R,2R)-2-hydroxy-2-(methyl-d3)cyclopentyl)-6-(methyl-d3)-2-((1-(methylsulfonyl)piperidin-4-yl)amino)pyrido[2,3-d]pyrimidin-7(8H)-one O[C@]1([C@@H](CCC1)N1C(C(=CC2=C1N=C(N=C2)NC2CCN(CC2)S(=O)(=O)C)C([2H])([2H])[2H])=O)C([2H])([2H])[2H]